C(C1=CC=CC=C1)OC(=O)NC1CCN(CC1)C(=O)C1=CC=C(C=C1)C1=N[C@H](C=2N(C3=C1C(=C(S3)C)C)C(=NN2)C)CC(=O)OC(C)(C)C tert-Butyl (S)-2-(4-[4-(4-{[(benzyloxy)carbonyl]amino}piperidine-1-carbonyl)phenyl]-2,3,9-trimethyl-6H-thieno[3,2-f][1,2,4]triazolo[4,3-a][1,4]diazepin-6-yl)acetate